3-(2-(((1S,3S)-3-((2-(1-(tert-butyloxycarbonyl)piperidin-4-yl)ethyl)amino)cyclopentyl)amino)-5-(trifluoromethyl)pyrimidin-4-yl)-1H-indole-6-carboxylic acid C(C)(C)(C)OC(=O)N1CCC(CC1)CCN[C@@H]1C[C@H](CC1)NC1=NC=C(C(=N1)C1=CNC2=CC(=CC=C12)C(=O)O)C(F)(F)F